COC(=O)[C@H](CC1=CC=CC=C1)NC(=O)[C@H](CC(=O)O)N N-L-α-aspartyl-L-phenylalanine 1-methyl ester